O=C1N(CCC(N1)=O)N1C(C2=CC(=CC(=C2C1=O)F)N1CCNCC1)=O (2,4-dioxotetrahydropyrimidin-1(2H)-yl)-4-fluoro-6-(piperazin-1-yl)isoindoline-1,3-dione